(2S,3R,4R)-1-acetyl-4-((4-cyano-3-methoxyphenyl)amino)-2-cyclopropyl-3-methyl-1,2,3,4-tetrahydroquinoline-6-carboxamide C(C)(=O)N1[C@H]([C@@H]([C@H](C2=CC(=CC=C12)C(=O)N)NC1=CC(=C(C=C1)C#N)OC)C)C1CC1